rac-(2S,3R,4S,5R)-3-(3-(difluoromethyl)-4-fluoro-2-methoxyphenyl)-4,5-dimethyl-5-(trifluoromethyl)tetrahydrofuran-2-carboxylic acid FC(C=1C(=C(C=CC1F)[C@@H]1[C@H](O[C@]([C@H]1C)(C(F)(F)F)C)C(=O)O)OC)F |r|